(3R,5R)-1-(3-chloro-4-(4-nitrophenoxy)phenyl)adamantane ClC=1C=C(C=CC1OC1=CC=C(C=C1)[N+](=O)[O-])C12CC3CC(CC(C1)C3)C2